ClC=1C(=C2C=NNC2=C(C1F)NC(CO)(CO)C)C=1N=CC=2N(C1)C=C(N2)NC(=O)[C@H]2[C@H](C2)F (1S,2S)-N-(6-(5-chloro-7-((1,3-dihydroxy-2-methylpropan-2-yl)amino)-6-fluoro-1H-indazol-4-yl)imidazo[1,2-a]pyrazin-2-yl)-2-fluorocyclopropane-1-carboxamide